2-butyl-1-(4-methoxybenzyl)-7-((tetrahydro-2H-pyran-4-yl)oxy)-1H-imidazo[4,5-d]pyridazin-4-amine C(CCC)C1=NC=2C(=C(N=NC2N)OC2CCOCC2)N1CC1=CC=C(C=C1)OC